C(C)(C)(C)OC(=O)N1[C@@H](CCC1)C=1C=C(C=C2CCN(CC12)C(=O)C=1C=NN(C1)C)C=1C=C2C(=NC1)NC=C2C (S)-2-(2-(1-methyl-1H-pyrazole-4-carbonyl)-6-(3-methyl-1H-pyrrolo[2,3-b]pyridine-5-yl)-1,2,3,4-tetrahydroisoquinolin-8-yl)pyrrolidine-1-carboxylic acid tert-butyl ester